ClC=1C=C2C(=CC(=NC2=CC1)C(F)(F)F)NN1CC(CCC1)NC(=O)C=1C=NN(C1)C N-(1-((6-chloro-2-(trifluoromethyl)quinolin-4-yl)amino)piperidin-3-yl)-1-methyl-1H-pyrazole-4-carboxamide